piperidine-2,6-dione tert-Butyl-4-[4-[(2,6-dioxo-3-piperidyl)amino]phenyl]piperazine-1-carboxylate C(C)(C)(C)OC(=O)N1CCN(CC1)C1=CC=C(C=C1)NC1C(NC(CC1)=O)=O.N1C(CCCC1=O)=O